(5-(1-methyl-1H-Pyrazol-4-yl)pyrimidin-2-yloxy)phenylcarbamate CN1N=CC(=C1)C=1C=NC(=NC1)ON(C([O-])=O)C1=CC=CC=C1